The molecule is a member of the class of chalcones that is trans-chalcone substituted by a benzyloxy group at position 4, a hydroxy group at position 2' and methoxy groups at positions 3', 4', 5' and 6' respectively. It is a member of chalcones, a member of methoxybenzenes and a member of phenols. It derives from a trans-chalcone. COC1=C(C(=C(C(=C1C(=O)/C=C/C2=CC=C(C=C2)OCC3=CC=CC=C3)O)OC)OC)OC